7-(naphthalen-1-ylmethyl)-5-thioxo-8-(3-(trifluoromethyl)phenyl)-2,3-dihydro-5H-thiazolo[3,2-a]pyridine-3-carboxylic acid C1(=CC=CC2=CC=CC=C12)CC=1C(=C2N(C(C1)=S)C(CS2)C(=O)O)C2=CC(=CC=C2)C(F)(F)F